FC1=CC=C(C=C1)[C@@H]1CN(CC1)C(=O)C1=CC=C(C=C1)OC[C@@H](CN1NNN=C1C)O ((R)-3-(4-Fluorophenyl)pyrrolidin-1-yl)(4-((R)-2-hydroxy-3-(5-methyl-2H-tetrazol-1-yl)propoxy)phenyl)methanon